Dimethyl-monosulfhydrylarsenic C[As](S)C